ClC1=CC(=C(N=N1)C(=O)NN)NCC1CCN(CC1)C(=O)OC(C)(C)C tert-butyl 4-((6-chloro-3-(hydrazinecarbonyl)pyridazin-4-ylamino)methyl)piperidine-1-carboxylate